COC/C=C/C=1C(=NC=C(C1)C(F)(F)F)C(=O)NN (E)-3-(3-methoxyprop-1-en-1-yl)-5-(trifluoromethyl)pyridinecarbohydrazide